C(C=C)N1N=C(C(=C1)C=O)C allyl-3-methyl-1H-pyrazole-4-carbaldehyde